ClC1=C(C=CC(=C1)C=1C=NNC1)C1=NN=C(S1)N(C1CC(NC(C1)(C)C)(C)C)C 5-(2-chloro-4-(1H-pyrazol-4-yl)phenyl)-N-methyl-N-(2,2,6,6-tetramethylpiperidin-4-yl)-1,3,4-thiadiazol-2-amine